CC(C(=O)OCCCC(=O)O)C 4-(2-Methylpropanoyloxy)butanoic acid